2-(2-Fluoro-6-methylpyridin-3-yl)-N-[(3S)-2-oxo-5-phenyl-1,3-dihydro-1,4-benzodiazepin-3-yl]pyrazolo[1,5-a]pyrimidine-3-carboxamide FC1=NC(=CC=C1C1=NN2C(N=CC=C2)=C1C(=O)N[C@@H]1C(NC2=C(C(=N1)C1=CC=CC=C1)C=CC=C2)=O)C